CC1=C2C(=CNC2=C(C=C1)[N+](=O)[O-])CCNC(C)=O N-[2-(4-methyl-7-nitro-1H-indol-3-yl)ethyl]acetamide